(R)-2-(3-(3,3-difluoro-1-((4-methyl-4H-1,2,4-triazol-3-yl)methyl)cyclobutyl)phenyl)-6-((3-isopropylpiperazin-1-yl)methyl)-4-(trifluoromethyl)isoindolin-1-one FC1(CC(C1)(CC1=NN=CN1C)C=1C=C(C=CC1)N1C(C2=CC(=CC(=C2C1)C(F)(F)F)CN1C[C@H](NCC1)C(C)C)=O)F